N-(5-bromo-1H-pyrrolo[3,2-b]pyridin-3-yl)-5-iodo-1H-benzo[d]imidazol-2-amine BrC1=CC=C2C(=N1)C(=CN2)NC2=NC1=C(N2)C=CC(=C1)I